(2-(2-(3,3-difluoroazetidin-1-yl)ethoxy)ethyl)isoindoline-1,3-dione FC1(CN(C1)CCOCCN1C(C2=CC=CC=C2C1=O)=O)F